C(C)(C)(C)OC(=O)N1C2=C(OCC1)C=CC(=C2)S(=O)(=O)C=2C=C1C=NN(C(C1=CC2)=O)CC2=NN(C=C2)CCO 6-((2-((1-(2-hydroxyethyl)-1H-pyrazol-3-yl)methyl)-1-oxo-1,2-dihydro-phthalazin-6-yl)sulfonyl)-2,3-dihydro-4H-benzo[b][1,4]oxazine-4-carboxylic acid tert-butyl ester